3-(3-(3-(2-Bromoacetyl)tetrahydrofuran-3-yl)phenyl)propionic acid ethyl ester C(C)OC(CCC1=CC(=CC=C1)C1(COCC1)C(CBr)=O)=O